adamantyl-bromoketone C12(CC3CC(CC(C1)C3)C2)C(=O)Br